2-octylmagnesium oxide [O-2].CC(CCCCCC)[Mg+2]